CC1=CC=C(C=C1)S(=O)(=O)O.CN1C(N(C=C1)CCO)C 1,2-dimethyl-3-hydroxyethylimidazole p-methylbenzenesulfonate